methyl 5-(azidomethyl)-4-methoxythiophene-3-carboxylate N(=[N+]=[N-])CC1=C(C(=CS1)C(=O)OC)OC